(R)-6-bromo-2-methyl-N-(1-(6-methylpyridine-2-yl)ethyl)quinazolin-4-amine BrC=1C=C2C(=NC(=NC2=CC1)C)N[C@H](C)C1=NC(=CC=C1)C